CC(C(CC(C(=O)O[O-])(C)C)(C)C)(CC)C 3-tetramethylbutylperoxypivalate